4-(4-chloro-3-methyl-phenyl)-5-[4-[(3S)-1-(3-fluoropropyl)pyrrolidin-3-yl]oxyphenyl]-2,3-dihydro-1-benzothiepin-7-ol ClC1=C(C=C(C=C1)C=1CCSC2=C(C1C1=CC=C(C=C1)O[C@@H]1CN(CC1)CCCF)C=C(C=C2)O)C